tert-butyl 4-(3-chloro-7-fluoro-4,5-dihydropyrazolo[1,5-a]quinolin-2-yl)piperidine-1-carboxylate ClC=1C(=NN2C1CCC1=CC(=CC=C21)F)C2CCN(CC2)C(=O)OC(C)(C)C